5-amino-2-(((tert-butyldiphenylsilyl)oxy)methyl)-N,N-di(prop-2-yn-1-yl)benzamide NC=1C=CC(=C(C(=O)N(CC#C)CC#C)C1)CO[Si](C1=CC=CC=C1)(C1=CC=CC=C1)C(C)(C)C